N-((R)-2-Hydroxy-2-phenyl-ethyl)-3-[3-(4-trifluoromethoxy-benzyl)-3H-imidazo[4,5-b]pyridin-2-yl]-propionamide O[C@@H](CNC(CCC1=NC=2C(=NC=CC2)N1CC1=CC=C(C=C1)OC(F)(F)F)=O)C1=CC=CC=C1